[methyl-d3]propionyl-carnitine C([2H])([2H])([2H])C(C(O)(CC([O-])=O)C(CC)=O)[N+](C)(C)C